S1C(=NN=C1N)N 1,3,4-thiadiazol-2,5-diamine